tin bis(n-octanoate) C(CCCCCCC)(=O)[O-].C(CCCCCCC)(=O)[O-].[Sn+2]